NC1=C(C(=O)NC)C=C(C=C1Br)Cl 2-amino-3-bromo-5-chloro-N-methyl-benzamide